2,2-bis(3-methyl-4-aminocyclohexyl)-propane CC1CC(CCC1N)C(C)(C)C1CC(C(CC1)N)C